C(C)(C)OC(=O)N1CCN(CC1)C1=NC=2N(C=C1)N=CC2C2=C(C=CC(=C2)F)OC 4-(3-(5-fluoro-2-methoxyphenyl)pyrazolo[1,5-a]pyrimidin-5-yl)piperazine-1-carboxylic acid isopropyl ester